C(C1=CC=CC=C1)OC(=O)NC1(CC1)C=1N(C(C(=C(N1)C(=O)OC)O)=O)C methyl 2-(1-(((benzyloxy)carbonyl)amino)cyclopropyl)-5-hydroxy-1-methyl-6-oxo-1,6-dihydropyrimidine-4-carboxylate